(S)-cyclopentyl({N-methyl-1-[5-(N-methylacetamido)-1,3-thiazol-2-yl]formamido})acetic acid C1(CCCC1)[C@@H](C(=O)O)N(C(=O)C=1SC(=CN1)N(C(C)=O)C)C